C(C1=CC=C(C=C1)NC(=O)N)C1=CC=C(C=C1)NC(=O)N 4,4'-methylenebis(phenylurea)